COC(C1=CC=C(C=C1)C(=O)N1CCC2(CCN(C2=O)C2=CC(=C(C=C2)C=2C=NNC2)OC)CC1)=O 4-{2-[3-methoxy-4-(1H-pyrazol-4-yl)phenyl]-1-oxo-2,8-diazaspiro[4.5]Decane-8-carbonyl}benzoic acid methyl ester